C(C1=CC=CC=C1)OC(=O)N1CCN(CC1)CC#CCO.S1C=NC2=C1C(=CC=C2)C2=CC=C(C=C2)CCC(=O)NC=2N=C(SC2)C#C 3-(4-(Benzo[d]thiazol-7-yl)phenyl)-N-(2-ethynyl-thiazol-4-yl)propanamide benzyl-4-(4-hydroxybut-2-yn-1-yl)piperazine-1-carboxylate